4-[[(1s,2s)-6-chloro-2-(dimethylamino)-4-methoxy-2,3-dihydro-1H-inden-1-yl]oxy]benzene ClC1=CC(=C2C[C@@H]([C@H](C2=C1)OC1=CC=CC=C1)N(C)C)OC